C1(CC1)NC1=C(C=C(C(=C1)F)F)C=1N=NC(=CC1C(=O)N)C (2-(Cyclopropylamino)-4,5-difluorophenyl)-6-methylpyridazine-4-carboxamide